C[Si](C)(C)NS(=O)(=O)F (trimethylsilyl)sulfamoyl fluoride